C(C)(C)(C)OC(=O)N1C2(CC(C1)C2)CN.NC2=NC(=NC=C2C(C)=O)Cl 1-(4-Amino-2-chloropyrimidin-5-yl)ethan-1-one tert-butyl-1-(aminomethyl)-2-azabicyclo[2.1.1]hexane-2-carboxylate